S(O)(O)=O.O water bisulphite